(pyrrolidin-3-yl)-6-(trifluoromethyl)pyridine hydrochloride Cl.N1CC(CC1)C1=NC(=CC=C1)C(F)(F)F